bis(3-amino-4-methylphenyl)-hexafluoropropane NC=1C=C(C=CC1C)C(C(F)(F)F)(C(F)(F)F)C1=CC(=C(C=C1)C)N